N-(5,6-Dimethoxy-benzothiazol-2-yl)-2-(4-ethanesulfonyl-phenyl)-2-o-tolylamino-acetamide COC=1C(=CC2=C(N=C(S2)NC(C(NC2=C(C=CC=C2)C)C2=CC=C(C=C2)S(=O)(=O)CC)=O)C1)OC